C(C)(C)(C)OC(=O)N1CC(N(CC1)C(C1=C(C=C(C=C1)NC(=O)C1CC1)N1CCCC1)=O)C1=CC=C(C=C1)Cl 3-(4-chlorophenyl)-4-[4-(cyclopropanecarbonylamino)-2-pyrrolidin-1-ylbenzoyl]piperazine-1-carboxylic acid tert-butyl ester